4-amino-3-chloro-6-(2-fluoro-4-chloro-3-methoxyphenyl)pyridine-2-carboxylic acid methyl ester COC(=O)C1=NC(=CC(=C1Cl)N)C1=C(C(=C(C=C1)Cl)OC)F